C(#N)C1=CC2=C(N(C(N=C2N2C[C@H](N(C[C@@H]2C)C(=O)OC(C)(C)C)C)=O)C=2C(=NC=CC2C)C(C)C)N=C1C1=C(C(=CC=C1)C)F tert-butyl (2R,5S)-4-(6-cyano-7-(2-fluoro-3-methylphenyl)-1-(2-isopropyl-4-methylpyridin-3-yl)-2-oxo-1,2-dihydropyrido[2,3-d]pyrimidin-4-yl)-2,5-dimethylpiperazine-1-carboxylate